BrC=1C(N(C=C(C1)C1=NC=CC=C1)C1=CC=CC=C1)=O 3-bromo-1-phenyl-5-(pyridin-2-yl)-1,2-dihydropyridin-2-one